C(C1=CC=CC=C1)N1C(NC2=C1C=CS2)=O 1-benzyl-1H-thieno[2,3-d]imidazol-2(3H)-one